BrC=1C=C(C(=C(C1)N1C2=CC=C(C=C2C=2C=C(C=CC12)C(C)(C)C)C(C)(C)C)Cl)N1C2=CC=C(C=C2C=2C=C(C=CC12)C(C)(C)C)C(C)(C)C 9,9'-(5-bromo-2-chloro-1,3-phenylene)bis(3,6-di-tert-butyl-9H-carbazole)